CC(CCC=C)CCCCCC 5-methyl-1-undecene